CC=1C=CC(=C(C(=O)NN=CC=2C=NC=CC2)C1)[N+](=O)[O-] 5-methyl-2-nitro-N'-(pyridin-3-ylmethylene)benzohydrazide